2-hydroxyethyl-vinylether OCCOC=C